2,6-dibromo-4-(trifluoromethoxy)aniline BrC1=C(N)C(=CC(=C1)OC(F)(F)F)Br